C12C(C3CC(CC(C1)C3)C2)C(=O)OC2=C(C=C(C=C2C)[S+](C2=CC=CC=C2)C2=CC=CC=C2)C (4-((adamantane-2-carbonyl)oxy)-3,5-dimethylphenyl)diphenylsulfonium